FC1=CC=C(C=C1)C(C(O)C1=CC=C(C=C1)N(C)C)=O 1-(4-fluorophenyl)-2-(4-(dimethylamino)phenyl)-2-hydroxyethanone